C1(CC1)COC=1C(=CC2=CN(N=C2C1)C1CCC(CC1)N(C)C1CCN(CC1)C1=CC(=C(C=C1)C1C(NC(CC1)=O)=O)F)NC(=O)C=1C=NN2C1N=CC=C2 N-[6-(cyclopropylmethoxy)-2-[4-[[1-[4-(2,6-dioxo-3-piperidyl)-3-fluoro-phenyl]-4-piperidyl]-methyl-amino]cyclohexyl]indazol-5-yl]pyrazolo[1,5-a]pyrimidine-3-carboxamide